3-Bromo-1-(3-chloropyridin-2-yl)-4,5-dihydro-1H-pyrazole-5-carboxylic acid ethyl ester C(C)OC(=O)C1CC(=NN1C1=NC=CC=C1Cl)Br